3-(2-(trifluoromethoxy)phenyl)prop-2-en-1-one FC(OC1=C(C=CC=C1)C=CC=O)(F)F